C1(CC1)NC(C([C@H](C[C@H]1C(NCC1)=O)NC(=O)[C@H]1N(CC2=CC=CC=C2C1)C(=O)C=1NC2=CC=CC(=C2C1)OC)O)=O (3S)-N-((2S)-4-(cyclopropylamino)-3-hydroxy-4-oxo-1-((S)-2-oxopyrrolidin-3-yl)butan-2-yl)-2-(4-methoxy-1H-indole-2-carbonyl)-1,2,3,4-tetrahydroisoquinoline-3-carboxamide